(R)-2,2,4-trimethyl-1,2,3,4-tetrahydroquinoline CC1(NC2=CC=CC=C2[C@@H](C1)C)C